OCCCC=1N=C(NC1)C hydroxypropyl-methyl-imidazole